COC1=NC=NC(=C1C(C)=O)OC 1-(4,6-dimethoxypyrimidin-5-yl)ethane-1-one